ethyl 2-[3-(1-acetylpiperidin-4-yl)-4-(4,4,5,5-tetramethyl-1,3,2-dioxaborolan-2-yl)indazol-1-yl]acetate C(C)(=O)N1CCC(CC1)C1=NN(C2=CC=CC(=C12)B1OC(C(O1)(C)C)(C)C)CC(=O)OCC